C(=O)(O)C1=CC(=C(C=C1)B(O)O)Cl 4-CARBOXY-2-CHLOROPHENYLBORONIC ACID